C(C)C=1C=C(C=CC1O)[C@@H]1N(C[C@H](CC1)C)C(C(=O)NC=1C=C(C=NC1)C(=O)N)=O 5-[[2-[(2R,5S)-2-(3-Ethyl-4-hydroxy-phenyl)-5-methyl-1-piperidyl]-2-oxo-acetyl]amino]pyridine-3-carboxamide